1,N1-bis(4-aminophenyl)benzene-1,4-diamine NC1=CC=C(C=C1)C1(CC=C(C=C1)N)NC1=CC=C(C=C1)N